N1-[7-(3,6-Dihydro-2H-pyran-4-yl)-4-methoxy-[1,3]thiazolo[4,5-c]pyridin-2-yl]-N4,N4-dimethylpiperidin-1,4-dicarboxamid O1CCC(=CC1)C=1C2=C(C(=NC1)OC)N=C(S2)NC(=O)N2CCC(CC2)C(=O)N(C)C